CNCCN1N=CC(=C1)C=1C=NC2=CC=C(C=C2C1)C1=C(N=NN1C)C1=NC(=CC=C1)C N-methyl-2-(4-(6-(1-methyl-4-(6-methylpyridin-2-yl)-1H-1,2,3-triazol-5-yl)quinolin-3-yl)-1H-pyrazol-1-yl)ethan-1-amine